copper(II) hydrogencarbonate C(O)([O-])=O.[Cu+2].C(O)([O-])=O